ethyl 2-chloro-3-oxo-propanoate ClC(C(=O)OCC)C=O